tert-butyl (pyridin-4-ylmethyl)carbamate N1=CC=C(C=C1)CNC(OC(C)(C)C)=O